tert-butyl N-[8-(hydroxymethyl)-6-methyl-imidazo[1,2-a]pyrazin-2-yl]carbamate OCC=1C=2N(C=C(N1)C)C=C(N2)NC(OC(C)(C)C)=O